N1(CCN(CCCN(CCN(CCC1)CC(=O)O)CC(=O)O)CC(=O)O)CC(=O)O 1,4,8,11-tetra-azacyclotetradecane-1,4,8,11-tetraacetic acid